(Z)-2-cyano-3-hydroxy-3-(5-methylisoxazol-4-yl)-N-(4-methylsulfonylphenyl)prop-2-enamide C(#N)/C(/C(=O)NC1=CC=C(C=C1)S(=O)(=O)C)=C(\C=1C=NOC1C)/O